FC(C1=NC2=C(N1C1=NC(=NC(=N1)N1CCOCC1)N1COCCC1)C=C(C=C2OC)N)F 2-(difluoromethyl)-4-methoxy-1-(4-morpholino-6-(1,3-oxazinan-3-yl)-1,3,5-triazin-2-yl)-1H-benzo[d]imidazol-6-amine